C12CC(CC(CC1)N2)N(C=2SC=1N=CN=CC1N2)C 2-[(3-exo)-8-azabicyclo[3.2.1]oct-3-yl(methyl)amino][1,3]thiazolo[5,4-d]pyrimidin